N-(pentan-2-yl)propane-1,3-diamine CC(CCC)NCCCN